C(C)(C)(C)OC(=O)N1[C@@H](C[C@H](C1)NC(=O)C=1OC(=CN1)C1=CC(=CC=C1)C1CC1)CN1N=NC=C1 (2s,4r)-2-((1H-1,2,3-triazol-1-yl)methyl)-4-(5-(3-cyclopropylphenyl)oxazol-2-carboxamido)pyrrolidine-1-carboxylic acid tert-butyl ester